5-(2-chloro-5-methoxyphenyl)-4-(2,4-difluorophenyl)-1,3-dimethyl-2(1H)-pyridone ClC1=C(C=C(C=C1)OC)C=1C(=C(C(N(C1)C)=O)C)C1=C(C=C(C=C1)F)F